N-[1-cyclopropyl-6-hydroxy-2-oxo-6-(trifluoromethyl)-5H-pyridin-3-yl]benzamide C1(CC1)N1C(C(=CCC1(C(F)(F)F)O)NC(C1=CC=CC=C1)=O)=O